FC(OC1=CC=C(C=C1)NC(=O)N1CCC(CC1)CC1=CC(=CC=C1)OC1=NC=C(C=C1)C(F)(F)F)(F)F N-(4-(trifluoromethoxy)phenyl)-4-(3-((5-(trifluoromethyl)pyridin-2-yl)oxy)benzyl)piperidine-1-carboxamide